(2S,3S,4R,5R)-2-((R)-1-(3,4-dichlorophenyl)-1-hydroxyethyl)-5-(6-methyl-9H-purin-9-yl)tetrahydrofuran-3,4-diol ClC=1C=C(C=CC1Cl)[C@@](C)(O)[C@H]1O[C@H]([C@@H]([C@@H]1O)O)N1C2=NC=NC(=C2N=C1)C